ClC1=C(N(N=C1C(F)(F)F)C)C=1C=C(C=CC1OC)NC(=O)NC1=CC=C(C=C1)F 1-[3-(4-Chloro-2-methyl-5-trifluoromethyl-2H-pyrazol-3-yl)-4-methoxy-phenyl]-3-(4-fluoro-phenyl)-urea